BrC1=C(C=O)C=C(C=C1F)F 2-bromo-3,5-difluorobenzaldehyde